FC1=C(CNC([C@H](C)N2C(C(C(C2=O)([2H])[2H])([2H])[2H])=O)=O)C=CC=C1 (S)-N-(2-fluorobenzyl)-2-(2,5-dioxopyrrolidin-1-yl-3,3,4,4-d4)propanamide